4-(((3R,6S)-1-propenoyl-6-methylpiperidin-3-yl)amino)-7H-pyrrolo[2,3-d]pyrimidine-5-carboxylic acid ethyl ester C(C)OC(=O)C1=CNC=2N=CN=C(C21)N[C@H]2CN([C@H](CC2)C)C(C=C)=O